C1C2C=CC1C=C2 (1s,4s)-bicyclo[2.2.1]hepta-2,5-diene